methyl-4-(benzyloxy)-7,8-dichloroisoquinoline CC1=NC=C(C2=CC=C(C(=C12)Cl)Cl)OCC1=CC=CC=C1